1-bromo-3-(1-bromo-3-((2,2-dimethylbut-3-yn-1-yl)oxy)propyl)benzene BrC1=CC(=CC=C1)C(CCOCC(C#C)(C)C)Br